(S)-1-[2-(Benzo[d]isoxazol-3-yl)phenyl]-2-(4-bromopyridine-2-yl)ethan-1-amine hydrochloride Cl.O1N=C(C2=C1C=CC=C2)C2=C(C=CC=C2)[C@H](CC2=NC=CC(=C2)Br)N